ClC=1C=C(C=CC1)C1=NC(=NO1)C=1C=CC(N(N1)CC=1C=NC=C(C1)F)=O 6-(5-(3-chlorophenyl)-1,2,4-oxadiazol-3-yl)-2-((5-fluoro-pyridin-3-yl)methyl)pyridazin-3(2H)-one